4-(Methylamino)-1-(thiazol-4-ylmethyl)-7-(trifluoromethyl)quinazolin-2(1H)-one CNC1=NC(N(C2=CC(=CC=C12)C(F)(F)F)CC=1N=CSC1)=O